OCCNC1=C(C=C(C=C1)NCCO)[N+](=O)[O-] N,N'-bis-(2-Hydroxy-ethyl)-2-nitro-p-phenylendiamin